N12C(NC=C2)=NC=2N=CNC2C1=O 1,N(2)-ethenoguanine